ClC=1SC=C(C1)C1=C(C=C(C=C1)F)F 2-chloro-4-(2,4-difluorophenyl)thiophene